4-chloro-6-[(3R)-3-(hydroxymethyl)-1,4-oxazepan-4-yl]-2-methylsulfanyl-pyrimidine-5-carbaldehyde ClC1=NC(=NC(=C1C=O)N1[C@@H](COCCC1)CO)SC